tert-butyl 4-((4-bromo-2-methyl-phenyl) methyl)-2-methyl-3-oxo-piperazine-1-carboxylate BrC1=CC(=C(C=C1)CN1C(C(N(CC1)C(=O)OC(C)(C)C)C)=O)C